1-(6-(4,4-difluoropiperidin-1-yl)-5-fluoropyridin-3-yl)-1H-pyrazole-3-carboxylic acid FC1(CCN(CC1)C1=C(C=C(C=N1)N1N=C(C=C1)C(=O)O)F)F